3,5,6-trimethyl-4-bromo-8-chloroquinoline CC=1C=NC2=C(C=C(C(=C2C1Br)C)C)Cl